4-((2-(difluoroethyl(5-fluoro-3-oxo-3,4-dihydroquinoxalin-6-yl)methyl)piperazin-1-yl)-6-fluoropyridin-2-yl)-1H-pyrazole-4-carboxamide FC(CC(C1N(CCNC1)C=1C(=NC(=CC1)F)C1(C=NNC1)C(=O)N)C=1C(=C2NC(C=NC2=CC1)=O)F)F